trifluoromethylsulfonamide lithium salt [Li].FC(F)(F)S(=O)(=O)N